BrC=1C=C(C=CC1)CCC=1C=C2C=CNC2=CC1 5-[2-(3-bromophenyl)ethyl]-1H-indole